C(C)(C)(C)C=1C=C(C=C(C1O)C(C)(C)C)CCC(=O)OCC(CO)(CO)CO pentaerythritol [BETA-(3,5-di-tert-butyl-4-hydroxyphenyl) propionate]